(5S)-N-[(3S)-5-methyl-4-oxo-2,3-dihydro-1,5-benzoxazepin-3-yl]-5-(trifluoromethyl)-6,7-dihydro-5H-pyrrolo[1,2-b][1,2,4]triazole-2-carboxamide CN1C([C@H](COC2=C1C=CC=C2)NC(=O)C=2N=C1N(N2)[C@@H](CC1)C(F)(F)F)=O